2-(4-chlorophenyl)-9,9-diphenyl-9H-fluorene ClC1=CC=C(C=C1)C1=CC=2C(C3=CC=CC=C3C2C=C1)(C1=CC=CC=C1)C1=CC=CC=C1